C(C)N1C2=CC=CC=C2C=2C=C(C=CC12)/C=C/C1=NC=2C=CC3=C(C2C1(C)C)C=CC=C3 (E)-2-(2-(9-ethyl-9H-carbazol-3-yl)vinyl)-1,1-dimethyl-1H-benzo[E]Indole